(3S)-3-(4-[3-Cyano-4-methoxypyrazolo[1,5-a]pyridin-6-yl]-5-methylpyrazol-1-yl)pyrrolidine-1-carbonitrile C(#N)C=1C=NN2C1C(=CC(=C2)C=2C=NN(C2C)[C@@H]2CN(CC2)C#N)OC